COC1=NC(=CC=C1CN[C@H](CO)C(=O)O)NCC=1C(=C(C=CC1)C1=CC=CC=C1)C ((2-Methoxy-6-(((2-methyl-[1,1'-biphenyl]-3-yl)methyl)amino)pyridin-3-yl)methyl)-D-serine